((1S,2R)-2-fluorocyclopropyl)methanone Ethyl-1-(5-iodo-6-(3,3,4,4,4-pentafluorobutyl)pyrazin-2-yl)piperidine-4-carboxylate C(C)OC(=O)C1CCN(CC1)C1=NC(=C(N=C1)I)CCC(C(F)(F)F)(F)F.F[C@H]1[C@@H](C1)C=O